FC=1C=C(COC(=O)NCC2=C(N=NN2C)C=2N=C(C(=NC2)O[C@@H]2C[C@H](CCC2)C(=O)O)C)C=CC1 (1S,3S)-3-((5-(5-(((((3-fluorobenzyl)oxy)carbonyl)amino)methyl)-1-methyl-1H-1,2,3-triazol-4-yl)-3-methylpyrazin-2-yl)oxy)cyclohexane-1-carboxylic acid